(S)-3-bromo-2-(2-chloro-6-fluorophenyl)-9-(1-(pyrrolidin-3-yl)-1H-pyrazol-4-yl)imidazo[2,1-f][1,6]naphthyridine BrC1=C(N=C2C=3C=C(C=NC3C=CN21)C=2C=NN(C2)[C@@H]2CNCC2)C2=C(C=CC=C2F)Cl